O1[C@@H](COCC1)CNC(=O)C1=C(C2=C(CC3(C4=CN(N=C24)CC2=NC=CC=C2)CC3)O1)C N-[(2R)-1,4-dioxan-2-ylmethyl]-8'-methyl-2'-(pyridin-2-ylmethyl)-2',5'-dihydrospiro[cyclopropane-1,4'-furo[2,3-g]indazole]-7'-carboxamide